3-((4-(1-(4-(2,6-dioxopiperidin-3-yl)benzyl)piperidin-4-yl)phenyl)amino)-5-((R)-3-(3-methyl-2-oxoimidazolin-1-yl)piperidin-1-yl)pyrazine-2-carboxamide O=C1NC(CCC1C1=CC=C(CN2CCC(CC2)C2=CC=C(C=C2)NC=2C(=NC=C(N2)N2C[C@@H](CCC2)N2C(N(CC2)C)=O)C(=O)N)C=C1)=O